2-{3-[(2R,6S)-2,6-Dimethylmorpholin-4-carbonyl]-5,6-dihydrocyclopenta[c]pyrazol-1(4H)-yl}-1-{4-[(3-fluoro-4-methoxyphenyl)methyl]piperidin-1-yl}ethan-1-on C[C@@H]1CN(C[C@@H](O1)C)C(=O)C=1C2=C(N(N1)CC(=O)N1CCC(CC1)CC1=CC(=C(C=C1)OC)F)CCC2